hydroxymethylthioether bis(2-mercaptoacetate) SCC(=O)O.SCC(=O)O.OCSCO